C(#N)C1CN(C1)S(=O)(=O)C=1C=C(C(=O)N([C@@H](C(NCC2=CC=C(C=C2)C(F)(F)F)=O)C)C)C=CC1 3-((3-cyano-1-azetidinyl)sulfonyl)-N-methyl-N-((1R)-1-methyl-2-oxo-2-((4-(trifluoromethyl)benzyl)amino)ethyl)benzamide